(R)-(+)-Methyl 2-(4-hydroxyphenoxy)propionate OC1=CC=C(O[C@@H](C(=O)OC)C)C=C1